1,3-dibromodimethylhydantoin BrN1C(=O)N(C(=O)C1(C)C)Br